BrC=1OC2=C(C1)C(=CC=C2C2C(NC(CC2)=O)=O)F 3-(2-bromo-4-fluorobenzofuran-7-yl)piperidine-2,6-dione